[Cl-].C(CCCCCCCCCCCCCCCCCCC)[N+](CC=C)(CC=C)C eicosyl-methyldiallylammonium chloride